methyl 4-amino-2-(6-azaspiro[3.4]octan-6-yl)benzoate NC1=CC(=C(C(=O)OC)C=C1)N1CC2(CCC2)CC1